4-(3-methyl-2-oxo-1,3-benzoxazol-6-yl)-2-oxo-N-(4-phenylbutyl)piperidine-1-carboxamide CN1C(OC2=C1C=CC(=C2)C2CC(N(CC2)C(=O)NCCCCC2=CC=CC=C2)=O)=O